tert-butyl (2-fluoro-3-methyl-5-(4,4,5,5-tetramethyl-1,3,2-dioxaborolan-2-yl)-4-(trifluoromethyl)phenyl)carbamate FC1=C(C=C(C(=C1C)C(F)(F)F)B1OC(C(O1)(C)C)(C)C)NC(OC(C)(C)C)=O